2-(2-(tert-butyl)pyrimidin-5-yl)-N-(3-fluorobenzyl)-N-(2-hydroxy-2-(pyridin-3-yl)ethyl)acetamide C(C)(C)(C)C1=NC=C(C=N1)CC(=O)N(CC(C=1C=NC=CC1)O)CC1=CC(=CC=C1)F